2-(methylsulfonylmethyl)styrene potassium [K].CS(=O)(=O)CC1=C(C=C)C=CC=C1